4-chloro-7-methoxy-2-methyl-quinazolin ClC1=NC(=NC2=CC(=CC=C12)OC)C